(4-nitrobenzylidene)thiazole-4-carbohydrazide [N+](=O)([O-])C1=CC=C(C=NNC(=O)C=2N=CSC2)C=C1